O1COC2=C1C=CC(=C2)N2N=C(C=C(C2=O)C(=O)O)C 2-(benzo[d][1,3]dioxolane-5-yl)-6-methyl-3-oxo-2,3-dihydropyridazine-4-carboxylic acid